C(#N)C=1C=CC(=C(C1)C1=CC(=NC=C1C(=O)NC=1SC=2CN(CCC2N1)C(C1=CC=NC=C1)=O)C)OC 4-(5-cyano-2-methoxyphenyl)-N-(5-isonicotinoyl-4,5,6,7-tetrahydrothiazolo[5,4-c]pyridin-2-yl)-6-methylnicotinamide